3-methyl-4-oxo-4,5-dihydropyrazolo[1,5-a]quinoxaline-7-carboxylic acid methyl ester COC(=O)C=1C=C2NC(C=3N(C2=CC1)N=CC3C)=O